5-(2,3-dimethyl-3H-imidazo[4,5-b]pyridin-5-yl)-N-(trans-3-(methoxymethyl)cyclobutyl)pyrrolo[2,1-f][1,2,4]triazin-2-amine CC1=NC=2C(=NC(=CC2)C=2C=CN3N=C(N=CC32)N[C@@H]3C[C@H](C3)COC)N1C